(5-fluoro-2,3-dihydro-1H-inden-1-yl)-4-(trifluoromethyl)benzoic acid FC=1C=C2CCC(C2=CC1)C1=C(C(=O)O)C=CC(=C1)C(F)(F)F